2-amino-1,3-propanediol lactate C(C(O)C)(=O)OCC(CO)N